2-methylphenylsulfide CC1=C(C=CC=C1)SC1=C(C=CC=C1)C